4-phenylpyrrolidine-3-carboxamide C1(=CC=CC=C1)C1C(CNC1)C(=O)N